The molecule is an acyl-CoA oxoanion arising from deprotonation of the phosphate, diphosphate and carboxy groups of (R)-2-benzylsuccinyl-CoA. It is a conjugate base of a (R)-2-benzylsuccinyl-CoA. CC(C)(COP(=O)([O-])OP(=O)([O-])OC[C@@H]1[C@H]([C@H]([C@@H](O1)N2C=NC3=C(N=CN=C32)N)O)OP(=O)([O-])[O-])[C@H](C(=O)NCCC(=O)NCCSC(=O)[C@H](CC4=CC=CC=C4)CC(=O)[O-])O